SC=1NC2=CC=CC=C2C1 mercaptoindole